O1C(CCCC1)OC1=CC=C(C=C1)B(O)O 4-[(tetrahydropyran-2-yl)oxy]phenylboronic acid